2-fluoro-1-(4-(3-((2-(trifluoromethyl)pyrimidin-5-yl)oxy)pyrazin-2-yl)piperazin-1-yl)prop-2-en-1-one FC(C(=O)N1CCN(CC1)C1=NC=CN=C1OC=1C=NC(=NC1)C(F)(F)F)=C